(9-methyl-3,9-diazabicyclo[4.2.1]nonan-3-yl)methanone CN1C2CN(CCC1CC2)C=O